C(#N)C(C)(C)N1C=NC(=C1)C(=O)O 1-(1-cyano-1-methyl-ethyl)imidazole-4-carboxylic acid